NC(CCC(=O)NCCCCN=[N+]=[N-])(CCC(=O)NCCCCN=[N+]=[N-])CCC(=O)NCCCCN=[N+]=[N-] 4-amino-N1,N7-bis(4-azidobutyl)-4-(3-((4-azidobutyl)amino)-3-oxopropyl)pimelamide